(E)-3-(4-hydroxy-3-methoxyphenyl)-1-(4-(4-methoxybenzenesulfonyl)piperazin-1-yl)prop-2-en-1-one OC1=C(C=C(C=C1)/C=C/C(=O)N1CCN(CC1)S(=O)(=O)C1=CC=C(C=C1)OC)OC